BrC1=C(/C=C/C2=CC=C(C=C2)C2=CC(=NO2)C2=CC(=C(C=C2)Cl)Cl)C=CC=C1 (E)-5-(4-(2-bromostyryl)phenyl)-3-(3,4-dichlorophenyl)-isoxazole